N1C(=NC2=C1C=CC=C2)CCNC(=O)C=2C=C(C=CC2)C2=NC1=C(N2)C=CC=C1C(=O)N 2-(3-((2-(1H-benzo[d]imidazol-2-yl)ethyl)carbamoyl)phenyl)-1H-benzo[d]imidazole-4-carboxamide